C(CCCCC(C)C)SC(C)=S.C[Sn]C dimethyltin isooctyl-dithioacetate